5-bromo-2-fluoro-3-((trimethylsilyl)ethynyl)pyridine BrC=1C=C(C(=NC1)F)C#C[Si](C)(C)C